(S)-quinuclidin-3-yl((R)-5-(2-fluoro-4-methoxyphenyl)-2,2-dimethyl-2,3-dihydro-1H-inden-1-yl)carbamate N12C[C@H](C(CC1)CC2)OC(N[C@@H]2C(CC1=CC(=CC=C21)C2=C(C=C(C=C2)OC)F)(C)C)=O